1-(5-Bromo-4-methyl-3-nitropyridin-2-yl)ethan-1-ol BrC=1C(=C(C(=NC1)C(C)O)[N+](=O)[O-])C